COC1=CC2=C(N(C=N2)C2=NC(=C(C=O)C=C2)C2=C(C=C(C=C2)F)OC)C=C1OC 6-(5,6-Dimethoxy-1H-benzo[d]imidazol-1-yl)-2-(4-fluoro-2-methoxyphenyl)nicotinaldehyde